C(CCC)OC1=C(C=O)C=CC(=C1)C=O ButoxyTerephthalaldehyde